COC1=NC(=NC(=C1)OC)C1=C(N=C(S1)N1C=NC=C1)C N-(5-(4,6-Dimethoxypyrimidin-2-yl)-4-methylthiazol-2-yl)-1H-imidazole